2-(cyclohexylmethyl)-N-(3-fluoro-5-(methylsulfonyl)phenyl)-2H-indazole-3-carboxamide C1(CCCCC1)CN1N=C2C=CC=CC2=C1C(=O)NC1=CC(=CC(=C1)S(=O)(=O)C)F